C(C\C=C/CCCCC)C(CCCCCCCC(=O)O)C(CCCCCCCCC)CCCCCCCC 9-[(Z)-non-3-enyl]-10-octyl-nonadecanoic acid